2-Isobutyl-3-methylthiophene C(C(C)C)C=1SC=CC1C